BrC1=C2CN(C(C2=CC=C1CN1CCN(CC1)C(C1=C(C=CC(=C1)CC1=NNC(C2=CC=CC=C12)=O)F)=O)=O)C1C(NC(CC1)=O)=O 3-(4-bromo-5-((4-(2-fluoro-5-((4-oxo-3,4-dihydrophthalazin-1-yl)methyl)benzoyl)piperazine-1-yl)methyl)-1-oxoisoindolin-2-yl)piperidine-2,6-dione